C(#N)C1=C(C=CC(=C1OC=1C=C2C(N(C=NC2=CC1)[C@H]1COC2(C1)CCNCC2)=O)F)C2OCC21CN(C1)S(=O)(=O)N [2-cyano-4-fluoro-3-[3-[(3R)-1-oxa-8-azaspiro[4.5]decan-3-yl]-4-oxo-quinazolin-6-yl]oxy-phenyl]-2-oxa-6-azaspiro[3.3]heptane-6-sulfonamide